CN(CCOC=1C=CC(=C(C(=O)N[C@H](C)C2=CC(=CC(=C2)C=2SC=CC2)C2=CC=NN2C)C1)C)C (R)-5-(2-(dimethylamino)ethoxy)-2-methyl-N-(1-(3-(1-methyl-1H-pyrazol-5-yl)-5-(thiophen-2-yl)phenyl)ethyl)benzamide